6-chloro-1-oxo-1,3-dihydrospiro[indene-2,4'-piperidine]-1'-carboxylic acid tert-butyl ester C(C)(C)(C)OC(=O)N1CCC2(CC1)C(C1=CC(=CC=C1C2)Cl)=O